FC1=CC=C(C=C1)C(C)C1=CC=C(C=N1)CN1C(N(C2=C1C=C(C=C2)C(=O)N)C)=O ((6-(1-(4-fluorophenyl)ethyl)pyridin-3-yl)methyl)-1-methyl-2-oxo-2,3-dihydro-1H-benzimidazole-5-carboxamide